The molecule is a linear amino tetrasaccharide consisting of two sialyl, one galactose and one glucose residue (at the reducing end) connected by sequential alpha-(2->8)-, alpha-(2->3)- and beta-(1->4)-linkages. CC(=O)N[C@@H]1[C@H](C[C@@](O[C@H]1[C@@H]([C@@H](CO)O[C@@]2(C[C@@H]([C@H]([C@@H](O2)[C@@H]([C@@H](CO)O)O)NC(=O)C)O)C(=O)O)O)(C(=O)O)O[C@H]3[C@H]([C@H](O[C@H]([C@@H]3O)O[C@@H]4[C@H](O[C@H]([C@@H]([C@H]4O)O)O)CO)CO)O)O